N,N,N',N'-tetracyclohexyl-5-ethyl-5-butyl-3,7-dioxanonanediamide C1(CCCCC1)N(C(COCC(COCC(=O)N(C1CCCCC1)C1CCCCC1)(CCCC)CC)=O)C1CCCCC1